COCCNC=1C2=C(N=CN1)OC(=C2C=2C=C(C=CC2)NC(C=C)=O)C2=CC=CC=C2 N-(3-{4-[(2-Methoxyethyl)amino]-6-phenylfuro[2,3-d]pyrimidin-5-yl}phenyl)prop-2-enamide